The molecule is a very long-chain fatty acid comprising of 29 carbon atoms. It has a role as a plant metabolite. It is a straight-chain saturated fatty acid and a prostaglandin A1. CCCCCCCCCCCCCCCCCCCCCCCCCCCCC(=O)O